4'-(4-pentylcyclohexyl)-[1,1'-biphenyl]-4-carboxylic acid C(CCCC)C1CCC(CC1)C1=CC=C(C=C1)C1=CC=C(C=C1)C(=O)O